COC=1C(=C2C=CNC2=C(C1)C)CN1[C@@H](C[C@H](CC1)C1=CC=CC=C1)C1=CC=C(C(=O)O)C=C1 (2S,4S)-4-(1-((5-methoxy-7-methyl-1H-indol-4-yl)methyl)-4-phenylpiperidin-2-yl)benzoic acid